C(C)(C)C1=C(C=NC2=CC=C(C=C12)B1OC(C(O1)(C)C)(C)C)CN1C(COCC1)=O 4-((4-isopropyl-6-(4,4,5,5-tetramethyl-1,3,2-dioxaborolan-2-yl)quinolin-3-yl)methyl)morpholin-3-one